C(C)C=1C=C(C=CC1)C=1C=C(C(=NC1)C(=O)NCCOCCNCC(=O)N1CCN(CC1)C(C1=C(C=CC(=C1)CC1=NNC(C2=CC=CC=C12)=O)F)=O)N1CCOCC1 5-(3-ethylphenyl)-N-(2-(2-((2-(4-(2-fluoro-5-((4-oxo-3,4-dihydrophthalazin-1-yl)methyl)benzoyl)piperazin-1-yl)-2-oxoethyl)amino)ethoxy)ethyl)-3-morpholinopicolinamide